(rac)-tert-Butyl 6-(4-bromo-3-(trifluoromethoxy)phenyl)-2-azaspiro[3.4]oct-5-ene-2-carboxylate BrC1=C(C=C(C=C1)C1=CC2(CN(C2)C(=O)OC(C)(C)C)CC1)OC(F)(F)F